2-nitrobenzoic acid 2-(((4-methoxy-3,5-dimethylpyridin-2-yl) methyl) sulfinyl)-1H-benzo[d]imidazol-5-yl ester COC1=C(C(=NC=C1C)CS(=O)C1=NC2=C(N1)C=CC(=C2)OC(C2=C(C=CC=C2)[N+](=O)[O-])=O)C